1-Propyl-2-Methylpiperidinium fluorid [F-].C(CC)[NH+]1C(CCCC1)C